C(C)(C)(C)OC([C@@H](NC(N(N1C(C2=CC=CC=C2C1=O)=O)CC1=CC=CC=C1)=O)C(C)C)=O (benzyl-(1,3-dioxoisoindolin-2-yl)carbamoyl)-L-valine tert-butyl ester